C(#N)C(CN1C(C2=CC=CC(=C2C1)C=1C=C(C=CC1)NC(CC)=O)=O)=C N-{3-[2-(2-cyano-2-methylideneethyl)-1-oxo-2,3-dihydro-1H-isoindol-4-yl]phenyl}propanamide